5-(4-hydroxy-3-methoxyphenyl)penta-2,4-dienoate OC1=C(C=C(C=C1)C=CC=CC(=O)[O-])OC